ClC=1C=C(C=CC1)S(=O)(=O)N1C2CNC(C1)C2 2-((3-chlorophenyl)sulfonyl)-2,5-diazabicyclo[2.2.1]heptane